FC1(CCN(CC1)C=1C=2N(C=C(N1)NC(C1=C(C=C(C=C1)I)N1CCC3(CC3)CC1)=O)C(=CN2)F)F N-(8-(4,4-difluoropiperidin-1-yl)-3-fluoroimidazo[1,2-a]pyrazin-6-yl)-4-iodo-2-(6-Azaspiro[2.5]octane-6-yl)benzamide